OCCOC1CC2(C1)CN(CC2)C(=O)OC(C)(C)C tert-butyl 2-(2-hydroxyethoxy)-6-azaspiro[3.4]octane-6-carboxylate